5-ethyl-6-fluoro-4-(8-fluoro-2-(((2R,7aS)-2-fluorohexahydro-1H-pyrrolizin-7a-yl)methoxy)-4-(1-oxa-6-azaspiro[3.5]nonan-6-yl)quinazolin-7-yl)naphthalen-2-ol C(C)C1=C2C(=CC(=CC2=CC=C1F)O)C1=CC=C2C(=NC(=NC2=C1F)OC[C@]12CCCN2C[C@@H](C1)F)N1CC2(CCO2)CCC1